C(C)(C)(C)[Si](C)(C)OC1CC(C1)CI tert-butyl((1S,3S)-3-(iodomethyl)cyclobutoxy)dimethylsilane